1-(2-hydroxy-2-methylpropyl)-1H-pyridine OC(CN1CC=CC=C1)(C)C